3-(5-(((1R,2S)-2-(((3S)-3-methylcyclohexyl)amino)cyclohexyl)methyl)-1-oxoisoindolin-2-yl)piperidine-2,6-dione C[C@@H]1CC(CCC1)N[C@@H]1[C@H](CCCC1)CC=1C=C2CN(C(C2=CC1)=O)C1C(NC(CC1)=O)=O